azo-diformate N(=NC(=O)[O-])C(=O)[O-]